1-((decanoyloxy)(4-methoxyphenyl)methyl)-5-(4-(hexyloxy)-1,2,5-thiadiazol-3-yl)-1-methyl-1,2,3,6-tetrahydropyridin-1-ium iodide Chloro(4-methoxyphenyl)methyl-decanoate ClC(C(=O)[O-])(CCCCCCCC)CC1=CC=C(C=C1)OC.[I-].C(CCCCCCCCC)(=O)OC([N+]1(CCC=C(C1)C1=NSN=C1OCCCCCC)C)C1=CC=C(C=C1)OC.C(CCCCCCCCC)(=O)OC(C1=CC=C(C=C1)OC)[N+]1(CCC=C(C1)C1=NSN=C1OCCCCCC)C